O(C1=CC=CC=C1)CCN(CCC(C(=O)O)NC1=NC=NC(=C1)C1=CC=CC=C1)CCCCC1=NC=2NCCCC2C=C1 4-((2-phenoxyethyl)(4-(5,6,7,8-tetrahydro-1,8-naphthyridin-2-yl)butyl)amino)-2-((6-phenylpyrimidin-4-yl)amino)butanoic acid